2-[4-(4,4,5,5-tetramethyl-1,3,2-dioxaborolan-2-yl)phenyl]-1,10-phenanthroline CC1(OB(OC1(C)C)C1=CC=C(C=C1)C1=NC2=C3N=CC=CC3=CC=C2C=C1)C